Cl.N1CCC(CC1)CNC(=O)C1=CC2=C(N(C(=N2)NC=2SC3=C(N2)C=CC(=C3)Cl)C)C=C1 2-(6-Chloro-benzothiazol-2-ylamino)-1-methyl-1H-benzoimidazole-5-carboxylic acid (piperidin-4-ylmethyl)-amide hydrochloride